FC=1C(=CC(=[N+](C1)[O-])OC)C(=O)OC 5-fluoro-2-methoxy-4-(methoxycarbonyl)pyridine 1-oxide